3,6,6-trimethyl-N-[1-[[6-[2-(methylamino)ethoxy]pyridin-3-yl]amino]-1-oxohexan-2-yl]-4-oxo-5,7-dihydro-1H-indole-2-carboxamide CC1=C(NC=2CC(CC(C12)=O)(C)C)C(=O)NC(C(=O)NC=1C=NC(=CC1)OCCNC)CCCC